Z-1,1,1,2,2,5,5,6,6,6-decafluoro-3-hexene FC(C(\C=C/C(C(F)(F)F)(F)F)(F)F)(F)F